6-(4-Isopropoxyphenyl)-N-[(2-oxo-1H-pyridin-3-yl)sulfonyl]-2-[(4S)-2,2,4-trimethylpyrrolidin-1-yl]pyridin-3-carboxamid C(C)(C)OC1=CC=C(C=C1)C1=CC=C(C(=N1)N1C(C[C@@H](C1)C)(C)C)C(=O)NS(=O)(=O)C=1C(NC=CC1)=O